[N-](S(=O)(=O)C(F)(F)F)S(=O)(=O)C(F)(F)F.P(=S)([O-])([O-])O.C(C)[N+]1(CCCC1)C.C(C)[N+]1(CCCC1)C.C(C)[N+]1(CCCC1)C tris(N-ethyl-N-methylpyrrolidinium) thiophosphate bis(trifluoromethylsulfonyl)imide salt